methyl 5-chloro-6-fluoro-1-((2-(trimethylsilyl)ethoxy)methyl)-1H-pyrrolo[3,2-b]pyridine-2-carboxylate ClC1=C(C=C2C(=N1)C=C(N2COCC[Si](C)(C)C)C(=O)OC)F